ClC=1C2=C(N(CN1)C=1C(=NC=CC1SC)C(C)C)N=C(C(=C2)Cl)Cl 4,6,7-Trichloro-1-(2-isopropyl-4-(methylthio)pyridin-3-yl)pyrido[2,3-d]pyrimidine